Cl.FC1=C(C=CC=C1)C1(CC1)/C=C/C(=O)NC=1C=NN(C1)CC(N1CC(CCC1)OC1=CC=C(C=C1)C)=O (E)-3-(1-(2-fluorophenyl)cyclopropyl)-N-(1-(2-oxo-2-(3-(p-tolyloxy)piperidin-1-yl)ethyl)-1H-pyrazol-4-yl)acrylamide hydrochloride